COC1=C(C=CC(=C1)S(=O)(=O)N1CCC(CC1)N1CCOCC1)NC=1C=C(C2=C(N1)NC=C2C(F)(F)F)NCCS(=O)(=O)C N6-(2-methoxy-4-((4-morpholinopiperidin-1-yl)sulfonyl)phenyl)-N4-(2-(methylsulfonyl)ethyl)-3-(trifluoromethyl)-1H-pyrrolo[2,3-b]pyridine-4,6-diamine